BrC1=C(C=CC(=C1)C)NC(C)=O N-(2-bromo-4-methylphenyl)acetamide